(R)-3-Cyclopropyl-1-((3,3-difluorocyclopentyl)methyl)-4-(trifluoromethyl)-1H-pyrazole C1(CC1)C1=NN(C=C1C(F)(F)F)C[C@H]1CC(CC1)(F)F